ethyl 2-{[(2R/S)-2,3-dihydro[1,4]dioxino[2,3-b]pyridin-2-yl]methyl}-8-methyl-4,5-dihydro-2H-furo[2,3-g]indazole-7-carboxylate O1[C@@H](COC2=NC=CC=C21)CN2N=C1C3=C(CCC1=C2)OC(=C3C)C(=O)OCC |r|